C(C=C)OC(=O)C1CC2C(CC1)O2 allyl-3,4-epoxycyclohexylformate